BrC1=CC=C(C(=C1C(=O)O)F)C(F)(F)F 6-bromo-2-fluoro-3-(trifluoromethyl)benzoic acid